ClC=1C=C(C=C(C1)F)N1C2=C(C(=C1)C(F)(F)F)CC(C2)(F)F 1-(3-Chloro-5-fluorophenyl)-5,5-difluoro-3-(trifluoromethyl)-1,4,5,6-tetrahydrocyclopenta[b]pyrrole